C1N(CCC12CNCC2)C=2C=C(C=CC2)C(=O)C2=CC(=C(C=C2)OC)OC (3-(2,7-diazaspiro[4.4]nonan-2-yl)phenyl)(3,4-dimethoxyphenyl)methanone